5-(5-methyl-1H-pyrrolo[2,3-b]pyridin-3-yl)-N-(1-methylpiperidin-4-yl)pyrazolo[1,5-a]pyridine-3-carboxamide CC=1C=C2C(=NC1)NC=C2C2=CC=1N(C=C2)N=CC1C(=O)NC1CCN(CC1)C